rac-(4S,5S)-5-amino-4,5,6,7-tetrahydropyrazolo[1,5-a]pyridin-4-ol N[C@@H]1[C@@H](C=2N(CC1)N=CC2)O |r|